[Fe].[Cr].[Li] LITHIUM-CHROMIUM-IRON